C(C)(=O)O[C@@H]1[C@@H]([C@H]([C@@H](O[C@@H]1OC1=CC=C(C=C1)C(\C=C/C1=CC=CC=C1)=O)COC(C)=O)O[C@H]1O[C@H]([C@@H]([C@H]([C@@H]1OC(C)=O)OC(C)=O)OC(C)=O)COC(C)=O)CC(=O)O 2-[(2S,3R,4R,5R,6R)-5-Acetyloxy-2-(acetyloxymethyl)-6-[4-[(Z)-3-phenylprop-2-enoyl]phenoxy]-3-[(2S,3S,4R,5S,6S)-3,4,5-triacetyloxy-6-(acetyloxymethyl)oxan-2-yl]oxyoxan-4-yl]acetic acid